FC1=CC(=C(C=C1)CN(C(=O)NCC1=CC=C(C=C1)OCC(C)C)C1CCN(CC1)C)C 1-[(4-fluoro-2-methylphenyl)methyl]-1-(1-methylpiperidin-4-yl)-3-{[4-(2-methylpropyloxy)phenyl]methyl}urea